1-(3-methoxyphenyl)hexan-2-amine COC=1C=C(C=CC1)CC(CCCC)N